7-(isopropylamino)-N-methyl-2-(pyridin-4-yl)pyrazolo[1,5-a]pyrimidine-6-carboxamide C(C)(C)NC1=C(C=NC=2N1N=C(C2)C2=CC=NC=C2)C(=O)NC